α-phenyl-β-propiolactone C1(=CC=CC=C1)C1C(=O)OC1